[Ge]1(=CC=CC=C1)C=O trans-germinal